tert-butyl 6-(5-(7-(1-methyl-1H-pyrazol-4-yl) quinazolin-5-yl) pyridin-2-yl)-2,6-diazaspiro[3.3]heptane-2-carboxylate CN1N=CC(=C1)C1=CC(=C2C=NC=NC2=C1)C=1C=CC(=NC1)N1CC2(CN(C2)C(=O)OC(C)(C)C)C1